COC(=O)C=1C=NN2C1C=C(C=C2)C(C=CN(C)C)=O Methyl-5-(3-(dimethylamino)acryloyl)pyrazolo[1,5-a]pyridine-3-carboxylate